C(CCCCCC)OC(CCCCC[Mg]I)OCCCCCCC 6,6-diheptyloxyhexyl-magnesium iodide